CC=1C(=NC(=CC1C=1C=NC=CC1)C)N1CCC2(CC1)CC1=CC=CC=C1[C@H]2N (3S)-1'-{3',6'-dimethyl-[3,4'-bipyridin]-2'-yl}-1,3-dihydrospiro[indene-2,4'-piperidin]-3-amine